ethyl 1-[(6-{5-azaspiro[2.3]hex-5-yl}-2-formylpyridin-3-yl) methyl]-1H-pyrazole-4-carboxylate C1CC12CN(C2)C2=CC=C(C(=N2)C=O)CN2N=CC(=C2)C(=O)OCC